C(C)(C)(C)C1=NN(C(=C1)NC(=O)NC1=C(C=C(C=C1)OC1=CC=NC=2NC(C=NC21)=O)SC)C2CCCCC2 1-(3-(tert-butyl)-1-cyclohexyl-1H-pyrazol-5-yl)-3-(2-(methylthio)-4-((3-keto-3,4-dihydropyrido[2,3-b]pyrazin-8-yl)oxy)phenyl)urea